N1(C(CCC1)=O)C(=O)OC(CCCCCCCCCCC)CCCCCCCC octyldodecyl pyrrolidonecarboxylate